5-chloro-7-[(4-methoxy-3-nitrophenyl)(pyridin-2-ylamino)methyl]quinolin-8-ol ClC1=C2C=CC=NC2=C(C(=C1)C(NC1=NC=CC=C1)C1=CC(=C(C=C1)OC)[N+](=O)[O-])O